(1R,4R)-2-[2-(4-fluorophenyl)-3-(pyridin-4-yl)-3H-imidazo[4,5-b]pyridin-5-yl]-5-(2-methoxyethyl)-2,5-diazabicyclo[2.2.1]heptane FC1=CC=C(C=C1)C1=NC=2C(=NC(=CC2)N2[C@H]3CN([C@@H](C2)C3)CCOC)N1C1=CC=NC=C1